F[C@@H]1CN(CC[C@@H]1NC1=C2C=C(N(C2=CC=C1)CC(F)(F)F)C#CCNC1=C(C=C(C(=O)NC)C=C1)OC)C 4-((3-(4-(((3R,4S)-3-fluoro-1-methylpiperidin-4-yl)amino)-1-(2,2,2-trifluoroethyl)-1H-indol-2-yl)prop-2-yn-1-yl)amino)-3-methoxy-N-methylbenzamide